lithium phosphorus selenide [P]=[Se].[Li]